4,4,4-trifluorobutane-1,3-diol FC(C(CCO)O)(F)F